methanesulfonic acid TFA salt OC(=O)C(F)(F)F.CS(=O)(=O)O